(9Z,12Z)-3-((4,4-bis(octyloxy)butanoyl)oxy)-2-(((((1-methylpiperidin-4-yl)oxy)carbonyl)oxy)methyl)propyloctadeca-9,12-dienoate C(CCCCCCC)OC(CCC(=O)OCC(COC(CCCCCCC\C=C/C\C=C/CCCCC)=O)COC(=O)OC1CCN(CC1)C)OCCCCCCCC